8-(3-methoxy-2,6-dimethylphenyl)-N6-methylpyrido[3,4-d]pyrimidine-4,6-diamine COC=1C(=C(C(=CC1)C)C1=NC(=CC2=C1N=CN=C2N)NC)C